4-(3,4-Dihydroquinolin-1(2H)-yl)benzoic acid N1(CCCC2=CC=CC=C12)C1=CC=C(C(=O)O)C=C1